NC=1C(=NC=C(C1)S(=O)(=O)C1=CC=C(C=C1)C(F)(F)F)C(=O)O 3-amino-5-((4-(trifluoromethyl)phenyl)sulfonyl)picolinic acid